1-methyl-4-pentenylamine CC(CCC=C)N